(P)-1-(4-cyclobutyl-5-fluoro-2-methoxyphenyl)-N-(4-methoxybenzyl)-2-oxo-N-(pyridazin-3-yl)-1,2-dihydroquinoline-6-sulfonamide C1(CCC1)C1=CC(=C(C=C1F)N1C(C=CC2=CC(=CC=C12)S(=O)(=O)N(C=1N=NC=CC1)CC1=CC=C(C=C1)OC)=O)OC